C(C)(=O)O[C@H]1[C@@H](O[C@@H]([C@H]1F)COC(C)=O)N1C2=NC(=NC=C2N(C1=O)CC1(CC1)C(=O)OCC)N Ethyl 1-((9-((2R,3S,4R,5R)-3-acetoxy-5-(acetoxymethyl)-4-fluorotetrahydrofuran-2-yl)-2-amino-8-oxo-8,9-dihydro-7H-purin-7-yl)methyl)cyclopropan-1-carboxylat